C(C)(C)(C)OC(=O)N1C(CNCC1)C(C1=CC(=CC=C1)N1CC2=NN(C=C2C1)CC1=CC=C(C=C1)F)=O (3-(2-(4-fluorobenzyl)-2,6-dihydropyrrolo[3,4-c]pyrazol-5(4H)-yl)benzoyl)piperazine-1-carboxylic acid tert-butyl ester